CC1=C(C(=CC=C1C1CCNCC1)C(=O)OC)C(=O)[O-] methyl 3-methyl-4-(4-piperidyl)benzene-1,2-dicarboxylate